5-[2-tert-butyl-5-(4-fluorophenyl)-3H-imidazol-4-yl]-3-(2,2-dimethylpropyl)-2-methyl-3H-imidazo[4,5-b]pyridine methanesulfonate CS(=O)(=O)O.C(C)(C)(C)C1=NC(=C(N1)C1=CC=C2C(=N1)N(C(=N2)C)CC(C)(C)C)C2=CC=C(C=C2)F